tert-butyl (3R,4S)-4-[[4-[3-(2,6-dioxo-3-piperidyl)-5-fluoro-1-methyl-indazol-6-yl]-1-piperidyl]methyl]-3-fluoro-piperidine-1-carboxylate O=C1NC(CCC1C1=NN(C2=CC(=C(C=C12)F)C1CCN(CC1)C[C@H]1[C@H](CN(CC1)C(=O)OC(C)(C)C)F)C)=O